1,3-dibromo-2-chloro-benzene BrC1=C(C(=CC=C1)Br)Cl